CC[C@H](CCC=C)S(=O)(=O)N (R)-hept-6-ene-3-sulfonamide